(Z)-3-fluoro-4-(4-(2-methoxy-5-((4-methylpiperazin-1-yl)sulfonyl)phenyl)-1H-benzo[d][1,2,3]triazol-1-yl)but-2-en-1-amine hydrochloride Cl.F\C(=C/CN)\CN1N=NC2=C1C=CC=C2C2=C(C=CC(=C2)S(=O)(=O)N2CCN(CC2)C)OC